O1CCC(=CC1)C1=NN(C=C1)C1=C2N=CN(C2=NC(=N1)N1CCOCC1)CC(=O)C1=NC=CC=C1 2-(6-(3-(3,6-dihydro-2H-pyran-4-yl)-1H-pyrazol-1-yl)-2-morpholino-9H-purine-9-yl)-1-(pyridin-2-yl)ethan-1-one